C(C)OC1(CCC(CC1)C(=C)C)C 1-ethoxy-4-isopropenyl-1-methyl-cyclohexane